C1(CC1)C=1N=NN(C1)[C@H](C(=O)N1[C@@H](C[C@H](C1)O)C(=O)NCCNC1=NN=NN1C1=CC=CC=C1)C(C)(C)C (2S,4r)-1-[(2S)-2-(4-cyclopropyl-triazol-1-yl)-3,3-dimethyl-butyryl]-4-hydroxy-N-[2-[(1-phenyl-tetrazol-5-yl)amino]ethyl]pyrrolidine-2-carboxamide